N-(3-(5-chloro-2-methoxyphenyl)-1-(piperidin-4-yl)-1H-pyrazol-4-yl)pyrazolo[1,5-a]pyrimidine-3-carboxamide ClC=1C=CC(=C(C1)C1=NN(C=C1NC(=O)C=1C=NN2C1N=CC=C2)C2CCNCC2)OC